(R)-(6-amino-5-(3-hydroxy-2,6-dimethylphenyl)-5H-pyrrolo[2,3-b]pyrazin-7-yl)(1H-indol-2-yl)methanone NC1=C(C=2C(=NC=CN2)N1C1=C(C(=CC=C1C)O)C)C(=O)C=1NC2=CC=CC=C2C1